NCC1=NNC(C2=CC=C(C=C12)C=1C=NN(C1C1=C(C#N)C=C(C=C1)CC)C)=O 2-(4-(4-(aminomethyl)-1-oxo-1,2-dihydrophthalazin-6-yl)-1-methyl-1H-pyrazol-5-yl)-5-ethylbenzonitrile